4-[(3,4-diamino-2-fluorophenyl)methyl]piperazine-1-carboxylic acid tert-butyl ester C(C)(C)(C)OC(=O)N1CCN(CC1)CC1=C(C(=C(C=C1)N)N)F